sodium bis(2-methoxyethoxy)-aluminum COCCO[Al]OCCOC.[Na]